CN1C=CC2=C1N=CNC2=O 7-methyl-3,7-dihydro-4H-pyrrolo[2,3-d]pyrimidin-4-one